CN1CN(CC1)C 1,3-dimethylimidazolidin